4-chloro-3-(trifluoromethoxy)benzylamine ClC1=C(C=C(CN)C=C1)OC(F)(F)F